4-(4-n-butylphenyl)phenol C(CCC)C1=CC=C(C=C1)C1=CC=C(C=C1)O